BrC=1C=C(C=NC1C#N)C(=O)NC=1C(=NC=CC1)S(=O)(=O)C 5-bromo-6-cyano-N-(2-methanesulfonylpyridin-3-yl)pyridine-3-carboxamide